CNC(C)C1=CC(=CC(=C1)C(F)(F)F)C(F)(F)F N-methyl-1-(3,5-bistrifluoromethylphenyl)ethylamine